1,3-dioxoisoindolin-2-yl (1S,2S)-2-(4-chloro-1-(2,2,2-trifluoroethyl)-1H-indazol-6-yl)cyclopropane-1-carboxylate ClC1=C2C=NN(C2=CC(=C1)[C@@H]1[C@H](C1)C(=O)ON1C(C2=CC=CC=C2C1=O)=O)CC(F)(F)F